3-chloro-N-[(1R,3S)-3-{[6-fluoro-2-(trifluoromethyl)quinolin-4-yl]amino}cyclohexyl]-4-methanesulfonylbenzamide ClC=1C=C(C(=O)N[C@H]2C[C@H](CCC2)NC2=CC(=NC3=CC=C(C=C23)F)C(F)(F)F)C=CC1S(=O)(=O)C